NC1=NC=2C=CC(=CC2C2=C1COC2)C(=O)N(C)CC2=NC=C(C=C2)C#N 4-amino-N-((5-cyano-2-pyridinyl)methyl)-N-methyl-1,3-dihydrofuro[3,4-c]quinoline-8-carboxamide